S-Isopropyl (S)-2-(2-((S)-1-(2,3-difluorobenzyl)-5-oxopyrrolidin-2-yl)acetamido)-3-methylbutanethioate FC1=C(CN2[C@@H](CCC2=O)CC(=O)N[C@H](C(SC(C)C)=O)C(C)C)C=CC=C1F